C(C1=CC=CC=C1)N(S(=O)(=O)C)C1CCC(CC1)C[C@@H]1CC[C@@H](N1C(=O)OC(C)(C)C)C(=O)OC 1-(tert-Butyl) 2-methyl (2R,5S)-5-(((1s,4R)-4-(N-benzylmethylsulfonamido)-cyclohexyl)methyl)pyrrolidine-1,2-dicarboxylate